tert-butyl (endo)-5-((8-bromo-2,7-dichloro-6-iodo-3-nitroquinolin-4-yl)amino)-2-azabicyclo[2.1.1]hexane-2-carboxylate BrC=1C(=C(C=C2C(=C(C(=NC12)Cl)[N+](=O)[O-])NC1C2CN(C1C2)C(=O)OC(C)(C)C)I)Cl